2-(3,4-Dichlorophenoxy)-N-(3-{2-[2-(4-fluorophenyl)ethoxy]acetylamino}-bicyclo[1.1.1]pentan-1-yl)acetamide ClC=1C=C(OCC(=O)NC23CC(C2)(C3)NC(COCCC3=CC=C(C=C3)F)=O)C=CC1Cl